[Co+2].FC1([C@H](C2=C(C=C(C=C2C1)F)F)NS(=O)(=O)N)F N-[(1S)-2,2,5,7-tetrafluoro-2,3-dihydro-1H-inden-1-yl]sulfamide Cobalt (II)